Ethyl (S)-3-(3-(4-Hydroxy-1-methyl-2-oxo-1,2-dihydropyridin-3-yl)ureido)-3-(4-methoxybiphenyl-3-yl)propanoat OC1=C(C(N(C=C1)C)=O)NC(N[C@@H](CC(=O)OCC)C=1C=C(C=CC1OC)C1=CC=CC=C1)=O